6-chloro-3-[(3-cyclopropyl-2-fluorophenyl)sulfanyl]-N-[2-(2,4-dimethylphenyl)-2,2-difluoroethyl]-5-methylpyridazine-4-carboxamide ClC1=C(C(=C(N=N1)SC1=C(C(=CC=C1)C1CC1)F)C(=O)NCC(F)(F)C1=C(C=C(C=C1)C)C)C